((4aS,7aR)-3-fluoro-1,3-dimethyloctahydro-4aH-cyclopenta[b]pyridin-4a-yl)methanol FC1(C[C@@]2([C@H](N(C1)C)CCC2)CO)C